FC=1C(=NC(=NC1)NC1=NC=C(C=C1)N1CCN(CC1)C(C)C)C=1C=C2C=CC=NC2=CC1 5-Fluoro-N-(5-(4-isopropylpiperazin-1-yl)pyridin-2-yl)-4-(quinolin-6-yl)pyrimidin-2-amine